FC(CCC(O)C=1N=COC1)(F)F 4,4,4-trifluoro-1-(oxazol-4-yl)butan-1-ol